2,3-bis(2-mercaptoethylthio)-1-propane-thiol SCCSC(CS)CSCCS